tetrahydrofurandiformamide O1C(C(CC1)C(=O)N)C(=O)N